4-(2,4-dichlorophenyl)-2-methyloxazole ClC1=C(C=CC(=C1)Cl)C=1N=C(OC1)C